(1r,3R,5S,7r)-3,5-dimethyladamantan-1-amine hydrochloride C[C@@]12CC3C[C@@](C1)(CC(C3)(C2)N)C.Cl